FC=1C(=C(C=CC1F)C1C(OC(C1)(C(F)(F)F)C)C(=O)NC1=CC=C2C(NC(NC2=C1)=O)=O)OC 3-(3,4-difluoro-2-methoxyphenyl)-N-(2,4-dioxo-1,2,3,4-tetrahydroquinazolin-7-yl)-5-methyl-5-(trifluoromethyl)tetrahydrofuran-2-carboxamide